NCC=1C=2N(C=C(C1)C1CC1)C=C(N2)CN2N=NC(=C2)C(=O)NCC2=C(C(=CC=C2F)OC)F 1-((8-(aminomethyl)-6-cyclopropylimidazo[1,2-a]pyridin-2-yl)methyl)-N-(2,6-difluoro-3-methoxybenzyl)-1H-1,2,3-triazole-4-carboxamide